IC=1C=C(C=CC1)C1=NOC(=N1)C(C)C 3-(3-iodophenyl)-5-isopropyl-1,2,4-oxadiazole